N,N-dimethyl-morpholinium C[N+]1(CCOCC1)C